C1(CC1)S(=O)(=O)N1N=CC(=C1)C1=NC=CC(=N1)NC1=NC=C(C(=C1)N1CCC(CC1)N1CC(C1)(F)F)C#CC=1C=NN(C1)C (1-(cyclopropylsulfonyl)-1H-pyrazol-4-yl)-N-(4-(4-(3,3-difluoroazetidin-1-yl)piperidin-1-yl)-5-((1-methyl-1H-pyrazol-4-yl)ethynyl)pyridin-2-yl)pyrimidin-4-amine